3,5-bis(trifluoromethyl)phenyl(2,3,4,5,6-pentafluorophenyl)borane FC(C=1C=C(C=C(C1)C(F)(F)F)BC1=C(C(=C(C(=C1F)F)F)F)F)(F)F